C1(CC1)CN1C(C2=C(C=C1)C(=CN2)S(=O)(=O)Cl)=O 6-(cyclopropylmethyl)-7-oxo-1H-pyrrolo[2,3-c]pyridine-3-sulfonyl chloride